2-[3-[(1-tert-butoxycarbonyl-4-piperidyl)methoxy]isoxazol-5-yl]-3-methyl-butanoic acid C(C)(C)(C)OC(=O)N1CCC(CC1)COC1=NOC(=C1)C(C(=O)O)C(C)C